N[C@@H]1[C@@H]([C@H]2CC[C@@H](C1)N2C=2N(C(C1=C(N2)NC=C1C1=C(C2=CN(N=C2C=C1)CC)Cl)=O)C)F 2-[(1R,2S,3S,5S)-3-amino-2-fluoro-8-azabicyclo[3.2.1]oct-8-yl]-5-(4-chloro-2-ethyl-2H-indazol-5-yl)-3-methyl-3H,4H,7H-pyrrolo[2,3-d]pyrimidin-4-one